(S)-6-(4-chlorophenyl)-N-(1-(4-fluorophenyl)n-propyl)-2-(1-methyl-1H-Pyrazol-4-yl)pyrimidine-4-carboxamide ClC1=CC=C(C=C1)C1=CC(=NC(=N1)C=1C=NN(C1)C)C(=O)N[C@@H](CC)C1=CC=C(C=C1)F